methyl 6-([1,1'-biphenyl]-3-ylmethyl)-7-(ethylsulfonamido)-5-azaspiro[2.4]heptane-5-carboxylate C1(=CC(=CC=C1)CC1N(CC2(CC2)C1NS(=O)(=O)CC)C(=O)OC)C1=CC=CC=C1